2,5-dibromoadipoyl chloride BrC(C(=O)Cl)CCC(C(=O)Cl)Br